C(CCCCCC(C)C)OC(=O)C1C(CCCC1)C(=O)OCCCCCCC(C)C.ClC1=C(C=CC(=C1Cl)S(N[C@H](C(F)(F)F)C)(=O)=O)C1=C(N=C(S1)C(=O)NN)C(=O)N(CC)CC (S)-5-(2,3-dichloro-4-(N-(1,1,1-trifluoropropan-2-yl)sulfamoyl)phenyl)-N,N-diethyl-2-(hydrazinocarbonyl)thiazole-4-carboxamide Diisononyl-1,2-cyclohexandicarboxylat